CN1C(=C(C=CC1=O)C1=C(C=NC(=C1)C)C(=O)O)C 1,2,6'-trimethyl-6-oxo-1,6-dihydro-[3,4'-bipyridine]-3'-carboxylic acid